benzyl (7-(4-fluorophenyl)-3-methyl-2,3-dihydrofuro[2,3-c]pyridin-3-yl)carbamate FC1=CC=C(C=C1)C=1N=CC=C2C1OCC2(C)NC(OCC2=CC=CC=C2)=O